(1R,3S)-1-(3-bromo-4-chlorobenzyl)-3-(methylsulfonamido)cyclopentane-1-carboxamide BrC=1C=C(C[C@]2(C[C@H](CC2)NS(=O)(=O)C)C(=O)N)C=CC1Cl